COC(C1=CC(=CC(=C1)[N+](=O)[O-])OC1CCC(CC1)(F)F)=O 3-(4,4-difluorocyclohexyloxy)-5-nitrobenzoic acid methyl ester